C(C)(C)(C)OC(=O)N1CCC(CC1)C1C(NC2=CC=CC=C2C1O)=O 4-(4-Hydroxy-2-oxo-1,2,3,4-tetrahydro-quinolin-3-yl)-piperidine-1-carboxylic acid tertbutyl ester